5-(2-Isopropyl-4-methoxy-5-thiazol-4-yl-phenoxy)-pyrimidine-2,4-diamine C(C)(C)C1=C(OC=2C(=NC(=NC2)N)N)C=C(C(=C1)OC)C=1N=CSC1